diethyl-ammonium malonate C(CC(=O)[O-])(=O)[O-].C(C)[NH2+]CC.C(C)[NH2+]CC